CN(C=1C=C(C=C(C1)C1=C(C=CC=C1C)C)C=O)C 5-(dimethylamino)-2',6'-dimethyl-[1,1'-biphenyl]-3-carbaldehyde